4-(4-chlorophenyl)-N-methyl-N-(p-tolyl)pyrimidine-2-carboxamide ClC1=CC=C(C=C1)C1=NC(=NC=C1)C(=O)N(C1=CC=C(C=C1)C)C